NC1=NC=2C=CC(=CC2C2=C1COC2)C(=O)N2[C@H](COCC2)C2=CC=C(C=C2)F |r| (4-amino-1,3-dihydrofuro[3,4-c]quinolin-8-yl)-[rac-(3S)-3-(4-fluorophenyl)morpholin-4-yl]methanone